dihydroxymethyl-aminomethane tert-butyl-(S)-(1-(4-chloro-2-fluorophenyl)pyrrolidin-3-yl)(methyl)carbamate C(C)(C)(C)OC(N(C)[C@@H]1CN(CC1)C1=C(C=C(C=C1)Cl)F)=O.OC(O)CN